OC=1C=C2C(=CC(OC2=CC1)=O)C 6-Hydroxy-4-methylcoumarin